C1(=CC=CC=C1)C(C(=O)O)=CCCCCCC phenyl-nonenoic acid